n-butyl-phosphonium nitrat tert-butyl-4-(2-methyl-6-oxo-5-(2-(trifluoromethyl)benzyl)-5,6-dihydropyrido[2,3-b]pyrazin-7-yl)piperidine-1-carboxylate C(C)(C)(C)OC(=O)N1CCC(CC1)C1=CC=2C(=NC=C(N2)C)N(C1=O)CC1=C(C=CC=C1)C(F)(F)F.[N+](=O)([O-])[O-].C(CCC)[PH3+]